C(C)(=O)C1=CC(=C2C=C(C=CN12)OC)C(=O)NC1=CC=C2C(=NN(C2=C1)C)Br 3-acetyl-N-(3-bromo-1-methyl-1H-indazol-6-yl)-7-methoxyindolizine-1-carboxamide